N1(CCCCC1)CCC(=O)N1CCN(C2=CC=CC=C12)CC1=CC=NC=C1 3-(piperidin-1-yl)-1-(4-(pyridin-4-ylmethyl)-3,4-dihydroquinoxaline-1(2H)-yl)propan-1-one